COC1=C(C=CC(=C1)C(NC)=O)NC([O-])=O N-[2-methoxy-4-(methylcarbamoyl)phenyl]carbamate